2-(2-fluoro-3-(trifluoromethyl)benzamido)benzo[d]thiazole-6-carboxylic acid FC1=C(C(=O)NC=2SC3=C(N2)C=CC(=C3)C(=O)O)C=CC=C1C(F)(F)F